2-(2-ethylhexyloxy)-5-methoxyphenylacetylene C(C)C(COC1=C(C=C(C=C1)OC)C#C)CCCC